5-methoxy-2-(oxetan-3-yl)pyrimidin-4-amine COC=1C(=NC(=NC1)C1COC1)N